9,9-bis(methoxymethyl)fluorenyllithium COCC1(C2=CC=CC=C2C=2C=CC=C(C12)[Li])COC